C(C)[C@@H]1N(C(OC1)=O)C1=CC=C2C=NC(=NC2=C1)NC1=C(C=C2CCN(CC2=C1)C)OC |o1:2| (S or R)-4-ethyl-3-{2-[(6-meth-oxy-2-methyl-1,2,3,4-tetrahydro-isoquinolin-7-yl)amino]quinazolin-7-yl}-1,3-oxazolidin-2-one